Cl.COC[C@@H]1N(C[C@H](NC1)C)CC(=O)N1CC(C2=CC=C(C=C12)CN1C(CCC1)=O)(C)C 1-[(1-{2-[(2R,5R)-2-(Methoxymethyl)-5-methylpiperazin-1-yl]acetyl}-3,3-dimethyl-2,3-dihydro-1H-indol-6-yl)methyl]pyrrolidin-2-one hydrochloride